(9-(naphthalene-2-yl)-9H-carbazol-2-yl)boronic acid C1=C(C=CC2=CC=CC=C12)N1C2=CC=CC=C2C=2C=CC(=CC12)B(O)O